CC1(OB(OC1(C)C)C1=CC(=NC=C1)NCCCO)C 3-(4-(4,4,5,5-tetramethyl-1,3,2-dioxaborolan-2-yl)pyridin-2-ylamino)propan-1-ol